sodium pentacyano-nitrosoiron (III) C(#N)[Fe-3](N=O)(C#N)(C#N)(C#N)C#N.[Na+].[Na+].[Na+]